N-Cyclohexyl-2-phenyloxazole-4-carboxamide C1(CCCCC1)NC(=O)C=1N=C(OC1)C1=CC=CC=C1